Cl[Si](Cl)(Cl)C1CCCCC1 (trichlorosilyl)cyclohexane